C(C)(C)(C)OC(=O)N1C[C@@H]2C([C@@H]2C1)B(O)O [(1R,5S)-3-tert-butoxycarbonyl-3-azabicyclo[3.1.0]hexan-6-yl]boronic acid